O1COC2=C1C=CC(=C2)CN2CCN(CC2)CC2=NC(=NC(=N2)NC2=CC=C(C=C2)C)N 6-((4-(benzo[d][1,3]dioxol-5-ylmethyl)piperazin-1-yl)methyl)-N2-(p-tolyl)-1,3,5-triazine-2,4-diamine